ClC=1C(C(C2=CC=CC=C2C1)=O)Cl dichloro-naphthalenone